CN1CCN(CC1)CCCN1C2=CC=CC=C2SC=2C=CC(=CC12)C(F)(F)F 10-(3-(4-methylpiperazin-1-yl)propyl)-2-(trifluoromethyl)-10H-phenothiazine